N1=CC(C=C1)=C1N=CC=C1 3,2-bipyrrole